Cl.CC1=NN=C(C2=CC(=CC=C12)N1CC2(C1)CN(CC2)C)N[C@H](C)C2=C(C(=CC=C2)C(F)(F)F)C (R)-4-methyl-N-(1-(2-methyl-3-(trifluoromethyl)phenyl)ethyl)-7-(6-methyl-2,6-diazaspiro[3.4]octan-2-yl)phthalazin-1-amine hydrochloride salt